C(C)NC(CN1N=C(C=CC1=O)C1=NC(=NO1)C1=CC=CC=C1)=O N-ethyl-2-(6-oxo-3-(3-phenyl-1,2,4-oxadiazol-5-yl)pyridazin-1(6H)-yl)acetamide